4-chlorobenzyl (4-((1-(cyclobutane-carbonyl)piperidin-4-yl)methyl)phenyl)carbamate C1(CCC1)C(=O)N1CCC(CC1)CC1=CC=C(C=C1)NC(OCC1=CC=C(C=C1)Cl)=O